FC(C1=CC(=NC=C1)OC1=CC=C(C=C1)C1=CC(=C2N1C=NC=C2)C2CN(CC2)C(C=C)=O)(F)F 1-(3-(7-(4-((4-(trifluoromethyl)pyridin-2-yl)oxy)phenyl)pyrrolo[1,2-c]pyrimidin-5-yl)pyrrolidin-1-yl)prop-2-en-1-one